BrC=1C(=C(C(=C(N(CC2=CC=C(C=C2)OC)CC2=CC=C(C=C2)OC)C1)F)C)C(F)(F)F 5-bromo-2-fluoro-N,N-bis(4-methoxybenzyl)-3-methyl-4-(trifluoromethyl)aniline